[I].COCCOCCOC diethylene glycol dimethyl ether iodine